(22S,23S)-3-bromo-5α,22,23-trihydroxystigmastan-6-one BrC1C[C@@]2(C(C[C@H]3[C@@H]4CC[C@H]([C@@H]([C@@H]([C@H]([C@@H](CC)C(C)C)O)O)C)[C@]4(CC[C@@H]3[C@]2(CC1)C)C)=O)O